C(C)(C)(C)C=1C=C(CCCCCCCCCCCCCCCCCCCCCCCCCCCCCOP(O)=O)C=C(C1O)C(C)(C)C phosphonic acid (3,5-di-tert-butyl-4-hydroxybenzyl)-octacosyl ester